1,9-bisacryloxynonane C(C=C)(=O)OCCCCCCCCCOC(C=C)=O